3-methyl-1-(3-pyridylmethyl)-6-(3,4,5-trifluorophenyl)imidazo[4,5-b]Pyridine CN1CN(C=2C1=NC=C(C2)C2=CC(=C(C(=C2)F)F)F)CC=2C=NC=CC2